benzyl (2S)-2-(cyanomethyl)-4-[7-(8-methyl-1-naphthyl)-2-[[(3R)-1-methylpyrrolidin-3-yl] methoxy]-6,8-dihydro-5H-pyrido[3,4-d]pyrimidin-4-yl]piperazine-1-carboxylate C(#N)C[C@@H]1N(CCN(C1)C=1C2=C(N=C(N1)OC[C@H]1CN(CC1)C)CN(CC2)C2=CC=CC1=CC=CC(=C21)C)C(=O)OCC2=CC=CC=C2